2-[4,4-di(methyl)pentanoylamino]-4-[2-ethoxyethyl-[4-(5,6,7,8-tetrahydro-1,8-naphthyridin-2-yl)butyl]amino]butanoic acid CC(CCC(=O)NC(C(=O)O)CCN(CCCCC1=NC=2NCCCC2C=C1)CCOCC)(C)C